[Si](C)(C)(C(C)(C)C)OC1CCC=2C1=NC=CC2Cl 7-((tert-butyldimethylsilyl)oxy)-4-chloro-6,7-dihydro-5H-cyclopenta[b]pyridine